CC1=CC2=CC=C(C(=C2C=C1)C=1C(=CC=C2C=C(C=CC12)C)N)N 6,6'-dimethyl-[1,1'-binaphthyl]-2,2'-diamine